(Z)-5-(3,5-difluorophenyl)pent-3-en-1-ol FC=1C=C(C=C(C1)F)C\C=C/CCO